NC1=NC=C(C=N1)CN1CC2=C(CC1)C(=CS2)C(=O)NC2=CC(=CC(=C2)C(F)(F)F)C#N 6-((2-aminopyrimidin-5-yl)methyl)-N-(3-cyano-5-(trifluoromethyl)phenyl)-4,5,6,7-tetrahydrothieno[2,3-c]pyridine-3-carboxamide